O=C1NC(=NC2=CC(=CC=C12)NC(C1=CC=CC=C1)=O)CSC1CCOCC1 N-(4-Oxo-2-(((tetrahydro-2H-pyran-4-yl)thio)methyl)-3,4-dihydroquinazolin-7-yl)benzamide